(1S,9S)-9-ethyl-5-fluoro-1,9-dihydroxy-1-(hydroxymethyl)-4-methyl-1,2,3,9,12,15-hexahydro-10H,13H-benzo[de]pyrano[3',4':6,7]indolizino[1,2-b]quinoline-10,13-dione C(C)[C@]1(C(OCC=2C(N3CC=4C(=NC=5C=C(C(=C6C5C4[C@@](CC6)(CO)O)C)F)C3=CC21)=O)=O)O